ClC1=C(C=CC2=C1C(=N[C@H](C=1N2C=C(C(N1)=O)C)C)C1=C(C=CC=C1F)F)C(F)(F)F (5S)-8-chloro-7-(2,6-difluorophenyl)-2,5-dimethyl-9-(trifluoromethyl)-5H-pyrimido[1,2-a][1,4]benzodiazepin-3-one